1-(2,6-dibromo-4-methylphenyl)naphthalene BrC1=C(C(=CC(=C1)C)Br)C1=CC=CC2=CC=CC=C12